((6-chloro-4-fluoropyridin-3-yl)ethynyl)cyclopentan-1-ol ClC1=CC(=C(C=N1)C#CC1(CCCC1)O)F